2,2,2-Trifluoro-N-(2-((3R,4S)-4-hydroxy-3-(pyridin-2-ylmethyl)chroman-7-yl)phenyl)ethansulfonamid FC(CS(=O)(=O)NC1=C(C=CC=C1)C1=CC=C2[C@H]([C@@H](COC2=C1)CC1=NC=CC=C1)O)(F)F